2-(5-Isopropylhexahydropyrrolo[3,4-c]pyrrol-2(1H)-yl)-5-oxo-5H-benzo-[4',5']thiazolo[3',2':1,6]pyrido[2,3-d]pyrimidine-6-carboxylic acid C(C)(C)N1CC2C(C1)CN(C2)C=2N=CC1=C(N2)N2C(=C(C1=O)C(=O)O)SC1=C2C=CC=C1